2-aminocyclopentanecarboxylic acid NC1C(CCC1)C(=O)O